C(CC)(=O)C1=C(C(=O)NC=2C=C3C(=CNC3=CC2)C=2CCN(CC2)CCCC)C=CC=C1 5-(2-(propanoyl)benzoyl)amino-3-(1-butyl-1,2,3,6-tetrahydropyridin-4-yl)-1H-indole